4-[7-isopropyl-2-(1H-tetrazol-5-yl)-1H-indol-3-yl]-N,N-dimethyl-benzenesulfonamide C(C)(C)C=1C=CC=C2C(=C(NC12)C1=NN=NN1)C1=CC=C(C=C1)S(=O)(=O)N(C)C